N-(1-(azetidin-1-ylmethyl)cyclopropyl)-1-(3-chlorophenoxy)cyclopropane-1-carboxamide N1(CCC1)CC1(CC1)NC(=O)C1(CC1)OC1=CC(=CC=C1)Cl